C(#N)C=1C=C(C=NC1N1N=CC=N1)NC(=O)C=1C=NN(C1C(F)(F)F)C1=CC=NC2=C(C=CC=C12)F N-(5-cyano-6-(2H-1,2,3-triazol-2-yl)pyridin-3-yl)-1-(8-fluoroquinolin-4-yl)-5-(trifluoromethyl)-1H-pyrazole-4-carboxamide